C(C)(C)(C)N1N=C(C(=C1C)O)C1=CC=C(C=C1)SCC 1-(tert-butyl)-3-(4-(ethylthio)phenyl)-5-methyl-pyrazol-4-ol